N(=[N+]=[N-])CC1CCN(CC1)CCNS(=O)(=O)N1CCC(CC1)C1=CC=CC=C1 N-(2-(4-(azidomethyl)piperidin-1-yl)ethyl)-4-phenylpiperidine-1-sulfonamide